N-[(1S)-1,2,3,4-tetrahydronaphthalen-1-yl]-1,3-thiazole-4-carboxamide [C@@H]1(CCCC2=CC=CC=C12)NC(=O)C=1N=CSC1